C(C)N1C=CC(=CC1=O)Cl ethyl-4-chloro-6-oxo-1H-pyridine